C(C)(C)(C)OC(NC1CCC(CC1)NC1=NC=CC(=N1)C=1C(=NC=CC1)OC1=C(C=C(C=C1)N)C)=O.C12C(C3CC(CC(C1)C3)C2)CC(=O)NC2=CC3=C(NC(=N3)CC3=CC=C(C=C3)O)C=C2 2-(2-Adamantyl)-N-[2-[(4-hydroxyphenyl)methyl]-1H-benzimidazol-5-yl]acetamide tert-Butyl-N-[4-[[4-[2-(4-amino-2-methyl-phenoxy)-3-pyridyl]pyrimidin-2-yl]amino]cyclohexyl]carbamate